N(CC1=CC(=CC(=C1O)C(C)(C)C)C(C)(C)C)CC1=CC(=CC(=C1O)C(C)(C)C)C(C)(C)C 6,6'-Azanediylbis(methylene)bis(2,4-di-tert-butylphenol)